C(C)(C)(C)OC(=O)N1CCN(CC1)C1=NC=C(C=C1)C=1C=C2C(N(CC2=C(C1)F)C(C(NC=1SC=CN1)=O)C1=C2N(C=N1)CCC2)=O 4-[5-[2-[1-(6,7-dihydro-5H-pyrrolo[1,2-c]imidazol-1-yl)-2-oxo-2-(thiazol-2-ylamino)ethyl]-7-fluoro-3-oxo-isoindol-5-yl]-2-pyridinyl]piperazine-1-carboxylic acid tert-butyl ester